Tert-butyl 7-(6-(5-((4-fluorophenyl)sulfonamido)-6-methoxypyridin-3-yl)quinazolin-4-yl)-2,7-diazaspiro[3.5]nonane-2-carboxylate FC1=CC=C(C=C1)S(=O)(=O)NC=1C=C(C=NC1OC)C=1C=C2C(=NC=NC2=CC1)N1CCC2(CN(C2)C(=O)OC(C)(C)C)CC1